hydroxyspiro[3.3]heptan OC1CCC12CCC2